ClC=1C=CC(=NC1)O[C@@H]1C[C@@H](N(C1)CC1=C(N=C(S1)NC(C)=O)F)C N-(5-(((2S,4R)-4-((5-chloropyridin-2-yl)oxy)-2-methylpyrrolidin-1-yl)methyl)-4-fluorothiazol-2-yl)acetamide